2-[2-(2-methyl-1H-imidazol-1-yl)ethyl]-1H-isoindole-1,3(2H)-dione CC=1N(C=CN1)CCN1C(C2=CC=CC=C2C1=O)=O